C1=CC2=C(C3=C(C=CC=N3)C=C2)N=C1.O o-Phenanthroline monohydrate